OC([C@H]1N(C(OC1)(C)C)C(=O)OC(C)(C)C)([2H])[2H] tert-butyl (4R)-4-[hydroxy(2H2)methyl]-2,2-dimethyl-1,3-oxazolidine-3-carboxylate